3,4,5-trichlorobenzotrifluoride ClC=1C=C(C=C(C1Cl)Cl)C(F)(F)F